C1(CCCCC1)C=1C2=CC=CC=C2C(=C2C=CC=CC12)C1CCCCC1 9,10-dicyclohexylanthracene